OC1=C(C=CC=C1)C1=CC2=C(N=N1)NC(C21CNC1)=O 3'-(2-hydroxyphenyl)-7'H-spiro[azetidine-3,5'-pyrrolo[2,3-c]pyridazin]-6'-one